2,2,2-trifluoro-N-(2-(2-hydroxyethoxy)ethyl)acetamide FC(C(=O)NCCOCCO)(F)F